C1=C2C=3C(C(=NC2=CC=N1)NC=1C=C(C=CC1)O)=C1N(N3)C=CN=C1 3-(pyrazino[1',2':1,5]pyrazolo[4,3-c][1,6]naphthyridin-6-ylamino)phenol